(E)-5-(8-(7-Acetyl-3-ethyl-5,6,7,8-tetrahydroimidazo[1,5-a]pyrazin-1-yl)isoquinolin-3-yl)-N-(4-(3-((2,6-dioxopiperidin-3-yl)(methyl)carbamoyl)phenyl)but-3-en-1-yl)picolinamide C(C)(=O)N1CC=2N(CC1)C(=NC2C=2C=CC=C1C=C(N=CC21)C=2C=CC(=NC2)C(=O)NCC\C=C\C2=CC(=CC=C2)C(N(C)C2C(NC(CC2)=O)=O)=O)CC